3-(4-(4-((4-Amino-2-butoxyimidazo[2,1-f][1,2,4]triazin-7-yl)methyl)benzyl)piperazin-1-yl)-propan-1-ol NC1=NC(=NN2C1=NC=C2CC2=CC=C(CN1CCN(CC1)CCCO)C=C2)OCCCC